2-amino-9-[(2R,3R,4S,5R)-5-[(1S)-1,2-dihydroxyethyl]-3,4-dihydroxy-tetrahydrofuran-2-yl]-1H-purin-6-one NC=1NC(C=2N=CN(C2N1)[C@@H]1O[C@@H]([C@H]([C@H]1O)O)[C@H](CO)O)=O